4-methyl-N-(3-(4-methyl-1H-imidazol-1-yl)-5-(trifluoromethyl)phenyl)-3-((pyrazolo[1,5-a]pyrimidin-6-ylamino)methyl)benzamide CC1=C(C=C(C(=O)NC2=CC(=CC(=C2)C(F)(F)F)N2C=NC(=C2)C)C=C1)CNC=1C=NC=2N(C1)N=CC2